2-((4-(6-((4-Chloro-2-fluorobenzyl)oxy)pyridin-2-yl)piperidin-1-yl)methyl)-7-methoxy-3-methyl-3H-imidazo[4,5-b]pyridine ClC1=CC(=C(COC2=CC=CC(=N2)C2CCN(CC2)CC2=NC=3C(=NC=CC3OC)N2C)C=C1)F